BrC1=C(C(=O)NNC(NC)=S)C=C(C=C1)I 2-(2-Bromo-5-iodobenzoyl)-N-methylhydrazine-1-carbothioamide